2-(2,6-dioxopiperidin-3-yl)-5-(1-(3-(4-((4-((6-hydroxy-2-(4-hydroxyphenyl)benzo[b]thiophen-3-yl)oxy)phenoxy)methyl)piperidin-1-yl)propyl)piperidin-4-yl)isoindoline-1,3-dione O=C1NC(CCC1N1C(C2=CC=C(C=C2C1=O)C1CCN(CC1)CCCN1CCC(CC1)COC1=CC=C(C=C1)OC=1C2=C(SC1C1=CC=C(C=C1)O)C=C(C=C2)O)=O)=O